N1C=NC2=C1C=CC(=C2)\C=C\2/N=C(NC2=O)NC[C@H](C2=CC=CC=C2)O (4Z)-4-(1H-Benzimidazol-5-ylmethylene)-2-[[(2S)-2-hydroxy-2-phenyl-ethyl]amino]-1H-imidazol-5-one